NC1=NC(=CC(=N1)C1=CC(N(C=C1)CC1=CC=CC=C1)=O)C1=C(C=CC=C1)F 4-(2-amino-6-(2-fluorophenyl)pyrimidin-4-yl)-1-benzyl-pyridin-2(1H)-one